C12COCC(N1C=1SC3=C(N1)C=CC(=C3C(=O)NC3=CC(=NC=C3C(=O)O)OC)OC)C2 4-(2-(3-oxa-6-azabicyclo[3.1.1]heptan-6-yl)-6-methoxybenzo[d]thiazole-7-carboxamido)-6-methoxynicotinic acid